C1(CC1)C1=C(C=CC(=C1)N1CCOCC1)NC1=NC=C(C(=N1)NCCCN1CCOCCC1=O)C(F)(F)F 4-(3-((2-((2-cyclopropyl-4-morpholinophenyl)amino)-5-(trifluoromethyl)pyrimidin-4-yl)amino)propyl)-1,4-oxazepan-5-one